6'-chloro-N-methyl-[2,2'-bipyridine] ClC1=CC=CC(=N1)C=1N(CC=CC1)C